2-chloro-N-[(1-cyanocyclopropyl)methyl]-5-[(2S)-2-(trifluoromethylsulfonylamino)propoxy]pyridine-3-carboxamide ClC1=NC=C(C=C1C(=O)NCC1(CC1)C#N)OC[C@H](C)NS(=O)(=O)C(F)(F)F